C(#N)CC(C)(C)C=1N(C2=CC=3C=NNC3N=C2C1C1CCC(CC1)C(=O)O)C1=CC(=C(C=C1)F)C 4-[11-(2-cyano-1,1-dimethyl-ethyl)-10-(4-fluoro-3-methyl-phenyl)-2,4,5,10-tetrazatricyclo[7.3.0.03,7]dodeca-1,3(7),5,8,11-pentaen-12-yl]cyclohexanecarboxylic acid